tert-butyl 4-indolin-4-ylpiperidine-1-carboxylate N1CCC2=C(C=CC=C12)C1CCN(CC1)C(=O)OC(C)(C)C